NCCN1C(C2=CC(=CC=C2C2(CCNCC2)C1=O)F)C1CCC(CC1)C(C)C 2-(2-aminoethyl)-7-fluoro-1-((1s,4s)-4-isopropylcyclohexyl)-1,2-dihydro-3H-spiro[isoquinoline-4,4-piperidin]-3-one